FC(OC1CCC(CC1)C1(N=CC2=C(N1)C(=CN=C2N)C2=CC=C1C(=NC=NC1=C2)N2CCOCC2)N)F 2-((1R,4R)-4-(difluoromethoxy)cyclohexyl)-8-(4-morpholinylquinazolin-7-yl)pyrido[4,3-d]pyrimidine-2,5-diamine